tert-butyl 3-((1-(6-((tert-butoxycarbonyl)amino)hexan-2-yl)-1H-benzo[d]imidazol-2-yl)carbamoyl)benzoate C(C)(C)(C)OC(=O)NCCCCC(C)N1C(=NC2=C1C=CC=C2)NC(=O)C=2C=C(C(=O)OC(C)(C)C)C=CC2